(S)-(5,6-difluoro-1-((3-fluoro-5-(trifluoromethyl)pyridin-2-yl)amino)-1,2,3,4-tetrahydronaphthalen-1-yl)methanol FC1=C2CCC[C@@](C2=CC=C1F)(NC1=NC=C(C=C1F)C(F)(F)F)CO